(S)-7-cyclopropyl-2-(((1-((6-fluoropyridin-3-yl)methyl)-1H-pyrazol-4-yl)methyl)amino)-4,8-dimethyl-7,8-dihydropteridin-6(5H)-one C1(CC1)[C@H]1C(NC=2C(=NC(=NC2N1C)NCC=1C=NN(C1)CC=1C=NC(=CC1)F)C)=O